CN(C1=NC(=NC(=C1)N1CCOC2(C1)CCCCC2)C(F)(F)F)CC2CNCCS2 N-methyl-6-(1-oxa-4-azaspiro[5.5]undecan-4-yl)-N-(thiomorpholin-2-ylmethyl)-2-(trifluoromethyl)pyrimidin-4-amine